C12NCC(C1N1C(=CC=3C(=NC=4C(=C(C(=CC4C31)CCC#N)C3=C(C(=CC=C3)Cl)Cl)F)C)C3N(CC(C3)OC3=C(C=CC=C3)C)C(=O)C3CC3)C2 3-(1-(2-azabicyclo[2.1.1]hexan-5-yl)-2-(1-(cyclopropanecarbonyl)-4-(o-tolyloxy)pyrrolidin-2-yl)-7-(2,3-dichlorophenyl)-6-fluoro-4-methyl-1H-pyrrolo[3,2-c]quinolin-8-yl)propanenitrile